2-((3-(1-(4-fluorophenyl)-6-methyl-1H-indazol-5-yl)-1-(methylsulfonyl)pyrrolidin-3-yl)methyl)thiazole FC1=CC=C(C=C1)N1N=CC2=CC(=C(C=C12)C)C1(CN(CC1)S(=O)(=O)C)CC=1SC=CN1